C(C1CO1)OC12C(O1)(O2)OCC2CO2 diepoxyethylene glycol diglycidyl ether